2-(4-bromophenyl)-3,3-dimethyloxetane BrC1=CC=C(C=C1)C1OCC1(C)C